BrC1=CC=C(NC(C=2C(O)=CC=C(C2)Br)=O)C=C1 4',5-dibromosalicylanilide